5,7-bis(benzyloxy)-2-(3,4-bis(benzyloxy)phenyl)-3-hexadecyloxy-4H-benzopyran-4-one C(C1=CC=CC=C1)OC1=CC(=CC2=C1C(C(=C(O2)C2=CC(=C(C=C2)OCC2=CC=CC=C2)OCC2=CC=CC=C2)OCCCCCCCCCCCCCCCC)=O)OCC2=CC=CC=C2